COC(=O)C1=CC2=C(N=C(N2C[C@H](C)O)CCl)C=C1.BrC1=C(C)O1 epoxybromopropene methyl-2-(chloromethyl)-3-[(2S)-2-hydroxypropyl]-1,3-benzodiazole-5-carboxylate